BrC(C(=O)NCC(COCC=O)(CNC(C(C)(Br)C)=O)CNC(C(C)(C)Br)=O)(C)C N-(2-Bromo-2-methylpropionyl)-6-amino-5,5-bis[N-(2-bromo-2-methylpropionyl)aminomethyl]-3-oxahexanal